C(=O)C=1C=C(OC2=CC=C(C#N)C=C2)C=CC1B1OC(C(O1)(C)C)(C)C 4-[3-formyl-4-(4,4,5,5-tetramethyl-1,3,2-dioxaborolan-2-yl)phenoxy]benzonitrile